C(C)C1C(C2=CC(=CC=C2C1)C)NC(=O)C=1C(NC(=CC1)C(F)(F)F)=O N-(2-ethyl-6-methyl-2,3-dihydro-1H-inden-1-yl)-2-oxo-6-(trifluoromethyl)-1,2-dihydropyridine-3-carboxamide